C1(CC1)C(COC)NC(=O)C1=NNC(=C1)C=1C=C(C=CC1)C=1OC(=CN1)C(=O)NC(CC)CC 2-(3-(3-((1-Cyclopropyl-2-Methoxyethyl)Carbamoyl)-1H-Pyrazol-5-Yl)Phenyl)-N-(Pentan-3-Yl)Oxazole-5-Carboxamide